1-(3,5,6,7-Tetrahydro-1H-2,4-diaza-s-indacen-2-yl)-2-[1-(2-trifluoromethyl-pyridin-4-yl)-azetidin-3-yl]-ethanone C1N(CC2=NC=3CCCC3C=C12)C(CC1CN(C1)C1=CC(=NC=C1)C(F)(F)F)=O